1-[2-[4-[2-chloro-4-[[5-[4-(cyanomethoxy)-2,3-difluoro-phenyl]-1-methyl-imidazole-2-carbonyl]amino]benzoyl]piperazin-1-yl]-2-oxo-ethyl]azetidine ClC1=C(C(=O)N2CCN(CC2)C(CN2CCC2)=O)C=CC(=C1)NC(=O)C=1N(C(=CN1)C1=C(C(=C(C=C1)OCC#N)F)F)C